CC1=C(C=CC=C1)P(C1=C(C=CC=C1)C)C1=C(C=CC=C1)C.[Pd+2] Palladium (II) tris(2-methylphenyl)phosphine